3-(2-Bromophenyl)-2-methyl-5-(o-tolyl)-6H-pyrimido[1,6-b]pyridazine-6,8(7H)-dione BrC1=C(C=CC=C1)C1=CC=2N(N=C1C)C(NC(C2C2=C(C=CC=C2)C)=O)=O